5'-chloro-N-[(2-fluoro-4-methoxyphenyl)methyl]-7'-oxo-7',8'-dihydro-6'H-spiro[cyclohexane-1,9'-furo[2,3-f]quinazoline]-2'-carboxamide ClC=1C=C2C(=C3C4(NC(NC13)=O)CCCCC4)OC(=C2)C(=O)NCC2=C(C=C(C=C2)OC)F